C(#N)C=1C=NN2C1C(=CC(=C2)C=2C=NN(C2C)C2CCN(CC2)CC2(CC2)NC(OC(C)(C)C)=O)OC tert-Butyl N-[1-[[4-[4-(3-cyano-4-methoxy-pyrazolo[1,5-a]pyridin-6-yl)-5-methyl-pyrazol-1-yl]-1-piperidyl]methyl]cyclopropyl]carbamate